FC1=C(NC2=C(NC3=C2C(N([C@@H](C3)C)C)=O)C3=CC(=NC=C3)NC(CC3=CC=C(C=C3)F)=O)C=CC=C1 N-{4-[(6R)-3-(2-Fluoroanilino)-5,6-dimethyl-4-oxo-4,5,6,7-tetrahydro-1H-pyrrolo[3,2-c]pyridin-2-yl]pyridin-2-yl}-2-(4-fluorophenyl)acetamid